C1N(CCC2=CC=CC=C12)C=1N=C2N(C(C1C)=O)C=C(C=C2[C@@H](C)NC2=C(C(=O)O)C=CC=C2)C (R)-2-((1-(2-(3,4-dihydroisoquinolin-2(1H)-yl)-3,7-dimethyl-4-oxo-4H-pyrido[1,2-a]pyrimidin-9-yl)ethyl)amino)benzoic acid